ClC1=C(C(=O)NCC(N2CCC(CC2)OC2=CC(=NC=C2)C)C2=C(N=CS2)C(F)F)C(=CC=C1)F 2-Chloro-N-{2-[4-(difluoromethyl)-1,3-thiazol-5-yl]-2-{4-[(2-methylpyridin-4-yl)-oxy]piperidin-1-yl}ethyl}-6-fluorobenzamid